C1(CC1)OC1=CC(=C(C=O)C=C1[N+](=O)[O-])F 4-cyclopropoxy-2-fluoro-5-nitrobenzaldehyde